1,4-dioxa-7-azaspiro[4.4]nonane-8-carboxylic acid benzyl ester C(C1=CC=CC=C1)OC(=O)C1NCC2(OCCO2)C1